2-Methoxy-4-methyl-6-morpholin-4-yl-N-(4,4,4-trifluoro-butyl)-pyridine-3-carboxylic acid amide COC1=NC(=CC(=C1C(=O)NCCCC(F)(F)F)C)N1CCOCC1